FC1=CC(=C(C=C1)C1=CCN(CC1)C(=O)OC(C)(C)C)C(F)(F)F tert-butyl 4-(4-fluoro-2-(trifluoromethyl)phenyl)-5,6-dihydropyridine-1(2H)-carboxylate